4-((5-(benzo[d]thiazol-2-ylcarbamoyl)thiophen-2-yl)methylene)piperidine-1-carboxylic acid tert-butyl ester C(C)(C)(C)OC(=O)N1CCC(CC1)=CC=1SC(=CC1)C(NC=1SC2=C(N1)C=CC=C2)=O